ClC1=C(C(=CC=C1Cl)O)[C@@H]1CC(N([C@H]1C)CCCO)=O (4S,5S)-4-(2,3-dichloro-6-hydroxyphenyl)-1-(3-hydroxypropyl)-5-methylpyrrolidin-2-one